C(C)(C)(C)OC(N[C@H](C)C1=C(C=C2C=C(N(C2=C1)S(=O)(=O)C1=CC=CC=C1)C=O)F)=O (R)-(1-(5-fluoro-2-formyl-1-(phenylsulfonyl)-1H-indol-6-yl)ethyl)carbamic acid tert-butyl ester